CC1=NNC(=C1CC(=O)N1[C@@H](C[C@H](C1)F)C(=O)N[C@H](C1=NC=C(C=C1)C(C)C)C1=CC=CC=C1)C (2S,4R)-1-[2-(3,5-dimethyl-1H-pyrazol-4-yl)acetyl]-4-fluoro-N-[(S)-phenyl[5-(propan-2-yl)pyridin-2-yl]methyl]pyrrolidine-2-carboxamide